ClC1=C(C=C(C=C1)S(=O)(=O)C1=CC(=C(C=C1)N1C=NNC1=S)N(CC)CC)C(F)(F)F 4-(4-(4-chloro-3-(trifluoromethyl)benzenesulfonyl)-2-(diethylamino)phenyl)-1H-1,2,4-triazole-5(4H)-thione